C(C=CCCCCCCCCCCCCCCCCCCCCCC)(=O)O Pentaeicosaenoic acid